BrC=1C=C(C=CC1)C1(CCC1)C(O)C1=NN=CN1C (1-(3-bromophenyl)cyclobutyl)(4-methyl-4H-1,2,4-triazol-3-yl)methanol